ClC=1C=C(C=2N(N1)C=CN2)N2C[C@@H](CC2)C(C)C 6-chloro-8-[(3S)-3-isopropylpyrrolidin-1-yl]imidazo[1,2-b]pyridazine